2,5-Divinylbenzene C(=C)C1=CC=C(C=C1)C=C